C(C1CO1)C(C(C)(C1CCC(CC1)O)C1CCC(CC1)O)CC1CO1 diglycidyl-2,2-bis(4-hydroxycyclohexyl)propane